2-(2-(trifluoromethyl)benzamido)butanoic acid FC(C1=C(C(=O)NC(C(=O)O)CC)C=CC=C1)(F)F